4-((6-(4-cyclopropylpiperazine-1-carbonyl)pyridin-3-yl)amino)-1-(2,6-dichlorophenyl)-1H-pyrazole-3-carboxamide C1(CC1)N1CCN(CC1)C(=O)C1=CC=C(C=N1)NC=1C(=NN(C1)C1=C(C=CC=C1Cl)Cl)C(=O)N